2-(4-(1-(1-(2-fluoroacryloyl)azetidin-3-yl)-3-(4-(trifluoromethyl)phenyl)-1H-pyrazolo[4,3-b]pyridin-7-yl)-1H-pyrazol-1-yl)acetamide FC(C(=O)N1CC(C1)N1N=C(C2=NC=CC(=C21)C=2C=NN(C2)CC(=O)N)C2=CC=C(C=C2)C(F)(F)F)=C